calcium bis(dihydrogen phosphate) monohydrate O.P(=O)(O)(O)[O-].P(=O)(O)(O)[O-].[Ca+2]